1-(4-fluorophenyl)-3-[(3S)-3-(4-fluorophenyl)-3-hydroxypropyl]-4-(4-hydroxyphenyl)azetidin-2-one FC1=CC=C(C=C1)N1C(C(C1C1=CC=C(C=C1)O)CC[C@H](O)C1=CC=C(C=C1)F)=O